N-[3-(azepan-1-yl)(hydrazinecarbonyl)phenyl]cyclopropanecarboxamide [7-anilino-6-[1-(1-prop-2-enoylazetidin-3-yl)pyrazol-4-yl]thieno[3,2-c]pyridin-4-yl]trifluoromethanesulfonate N(C1=CC=CC=C1)C=1C2=C(C(=NC1C=1C=NN(C1)C1CN(C1)C(C=C)=O)OS(=O)(=O)C(F)(F)F)C=CS2.N2(CCCCCC2)C=2C(=C(C=CC2)NC(=O)C2CC2)C(=O)NN